CC(C(CNC)NC(=O)C1=CC(=CC=2N(C=NC21)CC(F)(F)F)C#CCNC=2C(OC)=CC=C(C2)S(=O)(=O)C)C N-{2-methyl-1-[(methylamino)methyl]propyl}-6-[3-(4-mesyl-2-anisidino)-1-propynyl]-1-(2,2,2-trifluoroethyl)-1H-1,3-benzimidazole-4-carboxamide